tert-butyl trans-3-hydroxy-4-(6-oxopyridazin-1(6H)-yl)pyrrolidine-1-carboxylate O[C@@H]1CN(C[C@H]1N1N=CC=CC1=O)C(=O)OC(C)(C)C